[2-chloro-4-[3-[1-[3,6-dimethyl-4-oxo-2-(1-piperidyl)chromen-8-yl]ethyl amino]-2-pyridyl]-6-formyl-phenyl] trifluoromethanesulfonate FC(S(=O)(=O)OC1=C(C=C(C=C1C=O)C1=NC=CC=C1NC(C)C=1C=C(C=C2C(C(=C(OC12)N1CCCCC1)C)=O)C)Cl)(F)F